cyanoadipoyl-diamine C(#N)NC(CCCCC(=O)N)=O